CN(/C=C/C(C(C)C=1C(=C(C=CC1)CCC(=O)OCC)F)=O)C ethyl (E)-3-(3-(5-(dimethylamino)-3-oxopent-4-en-2-yl)-2-fluorophenyl)propanoate